2,2'-methylenebis(4-methyl-6-tert.butylphenol) C(C1=C(C(=CC(=C1)C)C(C)(C)C)O)C1=C(C(=CC(=C1)C)C(C)(C)C)O